1-(9Z,12Z,15Z-octadecatrienoyl)-2-(9Z-pentadecenoyl)-glycero-3-phosphocholine CCCCC/C=C\CCCCCCCC(=O)O[C@H](COC(=O)CCCCCCC/C=C\C/C=C\C/C=C\CC)COP(=O)([O-])OCC[N+](C)(C)C